O=C1NC=2CCN(CC2C=C1C(=O)N)C(=O)C1CCC(CC1)OC 2-oxo-6-[(1r,4r)-4-methoxycyclohexanecarbonyl]-1,2,5,6,7,8-hexahydro-1,6-naphthyridine-3-carboxamide